tert-butyl 4-[(4-methylsulfonylphenyl)-phenyl-methyl]piperidine-1-carboxylate CS(=O)(=O)C1=CC=C(C=C1)C(C1CCN(CC1)C(=O)OC(C)(C)C)C1=CC=CC=C1